FC(C(=O)O)(F)F.FC(C(=O)O)(F)F.NCCCOCCOCCOCCCNC(=O)C1CCC(CC1)C#C (1R,4R)-N-(3-(2-(2-(3-aminopropoxy)ethoxy)ethoxy)propyl)-4-ethynylcyclohexane-1-carboxamide bis(2,2,2-trifluoroacetate)